2,4-dimethoxydimethylaniline COC1=C(N(C)C)C=CC(=C1)OC